C(#N)C=1C(=CC(=NC1)NC(=O)N1C2CC(C3=CC=C(N=C13)C=O)(C2)OCC(=O)N2CCOCC2)NCCOC N-(5-cyano-4-((2-methoxyethyl)amino)pyridin-2-yl)-4-(2-(morpholin-4-yl)-2-oxoethoxy)-7-formyl-3,4-dihydro-2,4-methylene-1,8-naphthyridine-1(2H)-carboxamide